C(C)(=O)[O-].C(C)(=O)[O-].C(C)(=O)[O-].C(C)(=O)[O-].[Mo+4].[Mo+4] dimolybdenum tetra-acetate